4,4'-((4-(trifluoromethyl)pyridine-2,6-diyl)bis(1H-1,2,3-triazole-4,1-diyl))bis(2-hydroxybenzoic acid) FC(C1=CC(=NC(=C1)C=1N=NN(C1)C1=CC(=C(C(=O)O)C=C1)O)C=1N=NN(C1)C1=CC(=C(C(=O)O)C=C1)O)(F)F